BrC=1C=CC2=C(C(=CO2)COC2=C(C=CC=C2C(N)=O)CC(=O)OC)C1 methyl 2-(2-((5-bromobenzofuran-3-yl)methoxy)-3-carbamoylphenyl)acetate